[La].C(C)(C)NC=NC(C)C.C(C)(C)NC=NC(C)C.C(C)(C)NC=NC(C)C tri(N,N'-diisopropyl-formamidine) lanthanum